N'-(2-FORMYL-5-METHYL-1H-INDOL-3-YL)-N,N-DIMETHYLIMIDOFORMAMIDE C(=O)C=1NC2=CC=C(C=C2C1N=CN(C)C)C